N-(1-(3-chloro-4-hydroxybenzyl)-6-(7-hydroxy-1-methyl-1H-pyrrolo[2,3-c]pyridin-3-yl)-1H-indol-4-yl)ethanesulfonamide ClC=1C=C(CN2C=CC3=C(C=C(C=C23)C2=CN(C3=C(N=CC=C32)O)C)NS(=O)(=O)CC)C=CC1O